trans-4-[3-(5-{(R)-(1,3-Dimethyl-azetidin-3-yl)-hydroxy-[4-(2,2,2-trifluoro-ethyl)-phenyl]-methyl}-pyridin-3-yl)-[1,2,4]oxadiazol-5-yl]-cyclohexanol CN1CC(C1)(C)[C@@](C=1C=C(C=NC1)C1=NOC(=N1)[C@@H]1CC[C@H](CC1)O)(C1=CC=C(C=C1)CC(F)(F)F)O